3-methyl-1-(2,4,6-trihydroxy-3,5-bis-(3-methylbut-2-en-1-yl)phenyl)butan-1-one CC(CC(=O)C1=C(C(=C(C(=C1O)CC=C(C)C)O)CC=C(C)C)O)C